C(C1=CC=CC=C1)[C@H]1N(C(OC1)=O)C(CC1CCN(CC1)C(=O)OC(C)(C)C)=O tert-butyl (R)-4-(2-(4-benzyl-2-oxooxazolidin-3-yl)-2-oxoethyl)piperidine-1-carboxylate